C1CC2=CC=CN2C1 DIHYDROPYRROLIZINE